ClC1=CC2=C(C=N1)C1(CN2)CCN(CC1)C(=O)OC(C)(C)C tert-butyl 6'-chloro-1',2'-dihydrospiro[piperidine-4,3'-pyrrolo[3,2-c]pyridine]-1-carboxylate